Tert-butyl (3S)-3-(methylamino)pyrrolidine-1-carboxylate CN[C@@H]1CN(CC1)C(=O)OC(C)(C)C